1-(1-{2-[(3R)-2,6-dioxopiperidin-3-yl]-1,3-dioxoisoindol-4-yl}piperidine-4-carbonyl)pyrrolidine-3-carboxylic acid O=C1NC(CC[C@H]1N1C(C2=CC=CC(=C2C1=O)N1CCC(CC1)C(=O)N1CC(CC1)C(=O)O)=O)=O